((1s,2s)-2-(hydroxymethyl) cycloheptyl) carbamate C(N)(O[C@@H]1[C@@H](CCCCC1)CO)=O